4-nitrophenyl 5-(((2-(butyrylthio) ethoxy)(phenoxy) phosphoryl) difluoro methyl)benzo[b]thiophene-2-carboxylate C(CCC)(=O)SCCOP(=O)(OC1=CC=CC=C1)C(C1=CC2=C(SC(=C2)C(=O)OC2=CC=C(C=C2)[N+](=O)[O-])C=C1)(F)F